C(C)OC(=O)C=1N=C(N(C(C1OC)=O)C)C(C(C1=C(C=CC=C1)C#N)C=1N=CN(C1)C(=O)OC(C)(C)C)C 2-{1-[1-(tert-butoxycarbonyl)imidazol-4-yl]-1-(2-cyanophenyl)propan-2-yl}-5-methoxy-1-methyl-6-oxopyrimidine-4-carboxylic acid ethyl ester